N-[5-[1-[[4-[[tert-butyl(dimethyl)silyl]oxymethyl]phenyl]methyl]-4-piperidyl]-2-pyridyl]-4-[(3S)-3-phenylisoxazolidin-2-yl]-5-(trifluoromethyl)pyrimidin-2-amine [Si](C)(C)(C(C)(C)C)OCC1=CC=C(C=C1)CN1CCC(CC1)C=1C=CC(=NC1)NC1=NC=C(C(=N1)N1OCC[C@H]1C1=CC=CC=C1)C(F)(F)F